[1-(4-{[2-chloro-6-(trifluoromethyl)phenyl]methoxy}phenyl)-1,2,4-triazol-3-yl]methanol ClC1=C(C(=CC=C1)C(F)(F)F)COC1=CC=C(C=C1)N1N=C(N=C1)CO